dihydro-p-coumaroyl-TRIACETIN C(\C=C\C1CC=C(C=C1)O)(=O)CC(OCC(OC(C)=O)COC(C)=O)=O